C(C)(C)(C)OC(=O)NN hydrazine-1-carboxylic acid tert-butyl ester